NC=1C(=NC(=C(N1)Cl)Cl)C(=O)O.CC1=C(C=CC=C1)NC(=O)N1CC2=CC=CC=C2C=C1 N-(2-methylphenyl)isoquinoline-2-carboxamide 3-Amino-5,6-dichloropyrazine-2-carboxylate